tert-butyl N-[3-[1-(2,6-dioxo-3-piperidyl)-2-oxo-benzo[cd]indol-5-yl]propyl]carbamate O=C1NC(CCC1N1C(C2=C3C(C=CC=C13)=C(C=C2)CCCNC(OC(C)(C)C)=O)=O)=O